4-((S)-2-(2-Chlorophenyl)pyrrolidin-1-yl)-2-fluoro-N-((R,E)-4-(methylsulfonyl)but-3-en-2-yl)benzamide ClC1=C(C=CC=C1)[C@H]1N(CCC1)C1=CC(=C(C(=O)N[C@H](C)\C=C\S(=O)(=O)C)C=C1)F